FC1=CC(=C(C=C1)C1=CC(=NC=C1)NC(=O)NC1=CC(=CC=C1)C(=O)N1CC(NCC1)=O)OC 1-(4-(4-fluoro-2-methoxyphenyl)pyridin-2-yl)-3-(3-(3-oxopiperazine-1-carbonyl)phenyl)urea